BrC1=CC(=CC=2N=C3C(=NC12)C1=CC=CC=C1C3)F 6-bromo-8-fluoro-11H-indeno[1,2-b]quinoxaline